2,4-dimethoxy-6-{[1-(4-methoxybenzoyl)piperidin-4-ylidene]methyl}benzoic acid methyl ester COC(C1=C(C=C(C=C1C=C1CCN(CC1)C(C1=CC=C(C=C1)OC)=O)OC)OC)=O